(1S,5R,6R,9R)-6-methoxy-6,10,10-trimethyl-2-methylene-bicyclo[7.2.0]undecan-5-ol CO[C@]1([C@@H](CCC([C@H]2CC([C@@H]2CC1)(C)C)=C)O)C